(4-((1-cyclopropyl-3-(3-methyl-3,6-dihydro-2H-pyran-4-yl)-1H-pyrazol-4-yl)oxy)pyridin-2-yl)carbamic acid tert-butyl ester C(C)(C)(C)OC(NC1=NC=CC(=C1)OC=1C(=NN(C1)C1CC1)C=1C(COCC1)C)=O